BrC1=CC(=C2C(=NNC2=C1)N1C(C2=CC=CC=C2C1=O)=O)I (6-bromo-4-iodo-1H-indazol-3-yl)isoindoline-1,3-dione